1-butyl-5-(2-chloro-5-(isobutyrylaminomethyl)benzoylamino)-N-(4-(trifluoromethoxy)phenyl)-1H-indole-2-carboxamide C(CCC)N1C(=CC2=CC(=CC=C12)NC(C1=C(C=CC(=C1)CNC(C(C)C)=O)Cl)=O)C(=O)NC1=CC=C(C=C1)OC(F)(F)F